Cl.FC1([C@@H](CNC[C@@H]1C)O)F (3R,5S)-4,4-difluoro-5-methylpiperidine-3-ol hydrochloride